N-[(4-Chlorophenyl)-methyl]-5-isopropyl-3-methyl-2-morpholin-4-yl-3H-imidazole-4-carboxylic acid amide ClC1=CC=C(C=C1)CNC(=O)C=1N(C(=NC1C(C)C)N1CCOCC1)C